FC1=C(OC2=CC(=C(C=C2)C(=O)C2=CNC3=NC=CC(=C32)N[C@H]3CO[C@@H](CC3)CO)C)C=CC=C1OC (4-(2-fluoro-3-methoxyphenoxy)-2-methylphenyl)(4-(((3R,6S)-6-(hydroxymethyl)tetrahydro-2H-pyran-3-yl)amino)-1H-pyrrolo[2,3-b]pyridin-3-yl)methanone